tert-butyl (3R,4R)-3-fluoro-4-{[7-(2-methylpropyl)-5-(trifluoromethyl)imidazo[4,3-f][1,2,4]triazin-2-yl]amino}piperidine-1-carboxylate F[C@@H]1CN(CC[C@H]1NC1=NN2C(C=N1)=C(N=C2CC(C)C)C(F)(F)F)C(=O)OC(C)(C)C